Cl.Cl.Cl.CC1=C(C(NC(=C1)C)=O)CNC(=O)C=1C=C(C=C(C1C)N(C1CCOCC1)CC)C1=CC=C(C=C1)CN1CCOCC1 N-((4,6-dimethyl-2-oxo-1,2-dihydropyridin-3-yl)methyl)-5-(ethyl(tetrahydro-2H-pyran-4-yl)amino)-4-methyl-4'-(morpholinomethyl)-[1,1'-biphenyl]-3-carboxamide Trihydrochloride